(S)-5-chloro-6-(3-methyl-4-(4-(trifluoromethyl)benzo[d]isoxazol-3-yl)piperazin-1-yl)nicotinic acid ClC=1C(=NC=C(C(=O)O)C1)N1C[C@@H](N(CC1)C1=NOC2=C1C(=CC=C2)C(F)(F)F)C